Racemic-N-[6-amino-5-(oxetan-3-yl)-3-pyridyl]-2-oxo-2-[(2R,5S)-5-methyl-2-[2-(1,2,2-trimethyl-4-piperidyl)-2,3-dihydro-1,3-benzothiazol-5-yl]-1-piperidyl]acetamide NC1=C(C=C(C=N1)NC(C(N1[C@H](CC[C@@H](C1)C)C=1C=CC2=C(NC(S2)C2CC(N(CC2)C)(C)C)C1)=O)=O)C1COC1